N-(5-cyanoquinolin-8-yl)-1-ethyl-1H-imidazole-2-sulfonamide C(#N)C1=C2C=CC=NC2=C(C=C1)NS(=O)(=O)C=1N(C=CN1)CC